C(C=C)[Si](OCC)(OCC)OCC Allyltri-ethoxysilan